Di-n-nonyl isophthalate C(C1=CC(C(=O)OCCCCCCCCC)=CC=C1)(=O)OCCCCCCCCC